C(CCC)C1CCC(CC1)C(=O)OCC(COC(=O)OCCCN(CC)CC)COC(CCCCCCC\C=C/C\C=C/CCCCC)=O 3-(((3-(diethylamino)propoxy)carbonyl)oxy)-2-((((9Z,12Z)-octadeca-9,12-dienoyl)oxy)methyl)propyl 4-butylcyclohexane-1-carboxylate